N1=CN=CC2=C1NC(C2)=O 5H-pyrrolo[2,3-d]pyrimidine-6(7H)-one